C(C)(C)(C)[Si](OCCCC1=C(C(=NC=C1)C(C)C)NC(=O)NC(C1=C(N=C(C(=C1)Cl)Cl)Cl)=O)(C)C N-((4-(3-((tert-butyl)Dimethylsilyloxy)propyl)-2-isopropylpyridin-3-yl)carbamoyl)-2,5,6-trichloronicotinamide